5-(8-((1R,2R)-2-(8-(trifluoromethyl)quinolin-6-yl)cyclopropyl)imidazo[1,2-b]pyridazin-6-yl)pyrimidine-2,4(1H,3H)-dione FC(C=1C=C(C=C2C=CC=NC12)[C@H]1[C@@H](C1)C=1C=2N(N=C(C1)C=1C(NC(NC1)=O)=O)C=CN2)(F)F